FC1=CC(=C(OC2=C(C=CC(=C2)C(F)(F)F)C=2NC(=CN2)C=2C=CC(=NC2)OC)C=C1)C 5-(2-(2-(4-Fluoro-2-methylphenoxy)-4-(trifluoromethyl)phenyl)-1H-imidazol-5-yl)-2-methoxypyridine